tert-butyl (2R,4R)-4-((6-((1-(tert-butyl)-5-methyl-1H-pyrazol-3-yl) amino)-3-fluoro-4-propionylpyridin-2-yl) methyl)-2-methylpiperidine-4-carboxylate C(C)(C)(C)N1N=C(C=C1C)NC1=CC(=C(C(=N1)C[C@@]1(C[C@H](NCC1)C)C(=O)OC(C)(C)C)F)C(CC)=O